Cl.C1(=CC=CC2=CC=CC=C12)[C@@H]([C@@H](N)C1=CC=CC2=CC=CC=C12)N (1S,2S)-1,2-di(1-naphthyl)ethylenediamine hydrochloride